C(#N)C=1C=CC(=C(C1)CCOS(=O)(=O)C(C)(C)C)[C@@H]1C(=C(N(C=2N1C(NN2)=O)C2=CC(=CC=C2)C(F)(F)F)C)C(=O)OC (2-{5-Cyano-2-[(R)-6-methoxycarbonyl-7-methyl-3-oxo-8-(3-trifluoromethyl-phenyl)-2,3,5,8-tetrahydro-[1,2,4]triazolo[4,3-a]pyrimidin-5-yl]-phenyl}-ethyl)-trimethyl-methanesulfonate